1,5-dioxo-2,3,4,5-tetrahydropyrrolo[1,2-a]quinazoline O=C1CCC2N1C1=CC=CC=C1C(N2)=O